C(C)(C)(C)OC(C[C@@H](C(=O)O)C1=CC2=C(OC[C@]3(CCCC4=CC(=CC=C34)Cl)CN2CCCCC=C)C=C1)=O 4-(TERT-BUTOXY)-(2R)-2-((3S)-6'-CHLORO-5-(HEX-5-EN-1-YL)-3',4,4',5-TETRAHYDRO-2H,2'H-SPIRO[BENZO[B][1,4]OXAZEPINE-3,1'-NAPHTHALEN]-7-YL)-4-OXOBUTANOIC ACID